BrC1=C(C(N(C=C1)C)=O)Cl bromo-3-chloro-1-methylpyridin-2(1H)-one